bis(2,6-xylyl) chlorophosphate P(=O)(OC1=C(C=CC=C1C)C)(OC1=C(C=CC=C1C)C)Cl